(S)-8-chloro-4-((3-chloro-4-fluorophenyl)amino)-6-((indolin-4-yl(1-isopropyl-1H-1,2,3-triazol-4-yl)methyl)amino)quinoline-3-carbonitrile ClC=1C=C(C=C2C(=C(C=NC12)C#N)NC1=CC(=C(C=C1)F)Cl)N[C@H](C=1N=NN(C1)C(C)C)C1=C2CCNC2=CC=C1